2,6-Dichloro-4-(2-methylprop-1-en-1-yl)benzonitrile ClC1=C(C#N)C(=CC(=C1)C=C(C)C)Cl